ClC1=NC(=C(C(=N1)C(=O)OC)OC)Cl methyl 2,6-dichloro-5-methoxy-pyrimidine-4-carboxylate